7-amino-2-(1-ethylpiperidin-4-yl)-8-nitro-4H-chromen-4-one NC1=CC=C2C(C=C(OC2=C1[N+](=O)[O-])C1CCN(CC1)CC)=O